BrCC1=C(C=CC(=C1CBr)CBr)CBr 1,2,5,6-tetrakis(bromomethyl)benzene